ClC(C(=O)N[C@H](CCC(N)=O)C(=O)O)C D-2-chloropropionyl-L-glutamine